(2-(4-((3-carbamoyl-5-ethyl-6-isobutylpyrazin-2-yl)amino)pyridin-2-yl)ethyl)carbamic acid tert-butyl ester C(C)(C)(C)OC(NCCC1=NC=CC(=C1)NC1=NC(=C(N=C1C(N)=O)CC)CC(C)C)=O